COC1=CC=C(CN2C(C=3N(CC2)C=C(C3NC3=CC=CC=C3)C=3C2=C(N=CN3)SC=C2)=O)C=C1 2-(4-methoxybenzyl)-8-(phenylamino)-7-(thieno[2,3-d]pyrimidin-4-yl)-3,4-dihydropyrrolo[1,2-a]pyrazin-1(2H)-one